ClC=1C(=C(OC2=NC=NC3=CC=C(C=C23)[C@H]2CN(CC2)C(C=C)=O)C=CC1Cl)F (S)-1-(3-(4-(3,4-dichloro-2-fluorophenoxy)quinazolin-6-yl)pyrrolidin-1-yl)prop-2-en-1-one